1-sec-butyl-3-tert-butyl-4-hydroxy-5-methyl-pyrazole C(C)(CC)N1N=C(C(=C1C)O)C(C)(C)C